C(C)O[Si](CCCC(CCC[Si](OCC)(OCC)OCC)(P(=O)(OC)OC)P(=O)(OC)OC)(OCC)OCC 1,7-bis-(triethoxysilyl)-4,4-bis(dimethylphosphono)-heptane